NC=1C(=CC(=C(C1)N(C(OC(C)(C)C)=O)C)C)[N+](=O)[O-] tert-Butyl (5-amino-2-methyl-4-nitrophenyl)(methyl)carbamate